CCCC[Si](OC)(OC)C 3-methylpropyl-methyldimethoxysilane